2-[[2-[2-[2-[2-[2-[3-[2,3-bis[(Z)-octadec-9-enoxy]propyl-octyl-amino]-3-oxopropoxy]ethoxy]ethoxy]ethoxy]ethoxy]-2-oxo-ethyl]amino]ethyl 2-(2-methoxyethylamino)acetate COCCNCC(=O)OCCNCC(=O)OCCOCCOCCOCCOCCC(=O)N(CCCCCCCC)CC(COCCCCCCCC\C=C/CCCCCCCC)OCCCCCCCC\C=C/CCCCCCCC